hydroxypropanesulfonic acid pyridinium salt [NH+]1=CC=CC=C1.OC(CC)S(=O)(=O)[O-]